ClC1=CC=C2C=CNC2=C1S(=O)(=O)C 6-chloro-7-(methylsulfonyl)-1H-indole